N1CC=2C1=CC(CC2)=O benzo[1,2-c]azetidin-5-one